3-fluoroallylamine FC=CCN